C(C)(=O)[O-].CC1=NC=CC(=C1[C@H]1[NH+](CCC1)C)C (2S)-2-(2,4-dimethylpyridin-3-yl)-1-methylpyrrolidin-1-ium acetate